C(C(=C)C)(=O)OCCCOC(CC)C1=CC=CC=C1 (3-methacryloxypropoxy)phenylpropane